CC1=C(C(=C(C1([Hf](C1=C(C2=C3CCCC3=CC=C2C1)CC(C)C)(C)C)C)C)C)C Pentamethylcyclopentadienyl-dimethyl-(1-isobutyl-3,6,7,8-tetrahydro-as-indacenyl)hafnium